di-hydroxyethyl-propylenediamine OC(CNC(CN)C)O